C[N+](CCCCCCCCCCCCCCCCCC)(C)C.P(=O)(OCCCCCCCCCCCCCCCCCC)([O-])[O-].C[N+](C)(C)CCCCCCCCCCCCCCCCCC stearyl phosphate trimethylstearyl-ammonium salt